N=1C(N=CC=CC1)=O 1,3-Diazepinone